5-Chloro-2-indolecarboxylic acid ethyl ester C(C)OC(=O)C=1NC2=CC=C(C=C2C1)Cl